C(C)OC=1C(=CNC(C1)=O)C1=CC(=C(C=C1)CC(=O)NC=1C=C(C(=O)NCCN2C[C@H](CC2)C)C=C(C1)C(F)(F)F)F (S)-3-(2-(4-(4-ethoxy-6-oxo-1,6-dihydropyridin-3-yl)-2-fluorophenyl)acetamido)-N-(2-(3-methylpyrrolidin-1-yl)ethyl)-5-(trifluoromethyl)benzamide